benzyl (3S)-3-(((benzyloxy)carbonyl)amino)-6-fluoroazepane-1-carboxylate C(C1=CC=CC=C1)OC(=O)N[C@@H]1CN(CC(CC1)F)C(=O)OCC1=CC=CC=C1